N-(3-(2-chloro-5-fluorophenyl)-6-(5-cyano-[1,2,4]triazolo[1,5-a]pyridin-6-yl)-1-oxoisoindolin-4-yl)-3-fluoro-5-(trifluoromethyl)benzamide ClC1=C(C=C(C=C1)F)C1NC(C2=CC(=CC(=C12)NC(C1=CC(=CC(=C1)C(F)(F)F)F)=O)C=1C=CC=2N(C1C#N)N=CN2)=O